n-hexanoic acid pentyl ester C(CCCC)OC(CCCCC)=O